ClC=1C=NC2=C(C(=CC=C2C1)Cl)C(=O)Cl 3,7-dichloro-8-quinolinecarbonyl chloride